N1(CCCCC1)C=1C=C2C=CC(=CC2=CC1)O 6-(piperidin-1-yl)naphthalen-2-ol